α-naphthylhydrazine C1(=CC=CC2=CC=CC=C12)NN